NC1=NC=2C=CC=CC2C2=C1N=C(N2CC(COCCOCCOCCOCCNC(OC(C)(C)C)=O)(C)C)CCCC tert-butyl (15-(4-amino-2-butyl-1H-imidazo[4,5-c]quinolin-1-yl)-14,14-dimethyl-3,6,9,12-tetraoxapentadecyl)carbamate